CC1(OB(OC1(C)C)C1=CC=C2C=CC(=CC2=C1)OCC(=O)N)C 2-((7-(4,4,5,5-tetramethyl-1,3,2-dioxaborolan-2-yl)naphthalen-2-yl)oxy)acetamide